6-(TRIFLUOROMETHOXY)-1H-INDOLE-3-CARBALDEHYDE FC(OC1=CC=C2C(=CNC2=C1)C=O)(F)F